FC1=CC=C(C=C1)N1N=CC=C1S(=O)(=O)C (4-fluorophenyl)-5-(methylsulfonyl)-1H-pyrazole